C(C)(C)(C)P (R)-(tert-butyl-phosphine)